FC1=NC(=C(C#N)C=C1)OC 6-fluoro-2-methoxynicotinonitrile